(5-cyclopropyl-1H-pyrazole-3-yl)-2-(4-(2-ethylphenyl)-3,6-dihydropyridin-1(2H)-yl)quinazolin-4-amine C1(CC1)C1=CC(=NN1)C1=C2C(=NC(=NC2=CC=C1)N1CCC(=CC1)C1=C(C=CC=C1)CC)N